5-[3-(2-oxopyrrolidin-1-yl)phenylsulfonylamino]-1,3-thiazole-4-carboxylic acid O=C1N(CCC1)C=1C=C(C=CC1)S(=O)(=O)NC1=C(N=CS1)C(=O)O